2-(3,4-epoxycyclohexyl)ethyl-trimethoxysilicon C1(CC2C(CC1)O2)CC[Si](OC)(OC)OC